3-cyclopropyl-N-(2-(methylthio)pyridin-4-yl)-1-(spiro[2.2]pentan-1-ylmethyl)-4-(trifluoromethyl)-1H-pyrazole-5-carboxamide C1(CC1)C1=NN(C(=C1C(F)(F)F)C(=O)NC1=CC(=NC=C1)SC)CC1CC12CC2